4-(4-(4-(2-(2-Aminopyridin-3-yl)-5-(1-methyl-6-oxo-1,6-dihydropyridin-2-yl)-3H-imidazo[4,5-b]pyridin-3-yl)benzyl)piperazin-1-yl)pyrimidine-2-carbonitrile NC1=NC=CC=C1C1=NC=2C(=NC(=CC2)C=2N(C(C=CC2)=O)C)N1C1=CC=C(CN2CCN(CC2)C2=NC(=NC=C2)C#N)C=C1